S1C(=C2NCNC3=CC=NC1=C23)C(=O)N 4,5-dihydro-3H-1-thia-3,5,8-triazaacenaphthylene-2-carboxamide